NCCC(C[SiH]([SiH2][SiH3])O)(C)N β-(aminoethyl)-β-aminopropyltrisilanol